COC1=C(CN(S(=O)(=O)C=2C=C3CCC(OC3=CC2F)[C@H](CC(CCNC(OC(C)(C)C)=O)(C)C)[C@@H](C)NC(OC(C)(C)C)=O)C2=NC=NS2)C=CC(=C1)OC di-tert-butyl ((5R,6R)-5-(6-(N-(2,4-dimethoxybenzyl)-N-(1,2,4-thiadiazol-5-yl)sulfamoyl)-7-fluorochroman-2-yl)-3,3-dimethylheptane-1,6-diyl)dicarbamate